2-((4-(4-(dimethylamino)piperidin-1-yl)-3-methoxyphenyl)amino)-4-((1-methylcyclopropyl)amino)thieno[2,3-d]pyrimidine-5-carbonitrile CN(C1CCN(CC1)C1=C(C=C(C=C1)NC=1N=C(C2=C(N1)SC=C2C#N)NC2(CC2)C)OC)C